OCCNCCCCCCC(C(=O)OCCCCCCCCC)C nonyl 8-((2-hydroxyethyl)amino)-2-methyloctanoate